(R,Z)-N-(1-(3,6-dimethyl-2-(3-methyloxetan-3-yl)-4-oxo-3,4-dihydroquinazolin-8-yl)ethylidene)-2-methylpropane-2-sulfinamide CN1C(=NC2=C(C=C(C=C2C1=O)C)\C(\C)=N/[S@](=O)C(C)(C)C)C1(COC1)C